1-(4-methoxypyridin-2-yl)piperazine hydrochloride Cl.COC1=CC(=NC=C1)N1CCNCC1